CN1N=CC2=CC(=CC=C12)C1=CC=C2C(=N1)SC(=C2)C(O)C2CCOCC2 (6-(1-methyl-1H-indazol-5-yl)thieno[2,3-b]pyridin-2-yl)(tetrahydro-2H-pyran-4-yl)methanol